ClC1=C(C(=CC=C1)Cl)NC(=O)C=1C(=NC(=NC1)NC1=CC=C(C=C1)N1CCN(CC1)C)NC1=C(C=CC=C1)NC(C=C)=O N-(2,6-dichlorophenyl)-2-{[4-(4-methylpiperazin-1-yl)phenyl]amino}-4-{[2-(prop-2-enamido)phenyl]amino}pyrimidine-5-carboxamide